C(CC)(=O)N1CC1 N-propionyl-ethylenimine